6-(3-cyanopyrrolo[1,2-b]pyridazin-7-yl)-4-(((3R,6S)-6-(5-(difluoromethyl)-1,3,4-oxadiazol-2-yl)tetrahydro-2H-pyran-3-yl)amino)-N-((R)-2-fluoro-3-hydroxy-3-methylbutyl)nicotinamide C(#N)C1=CC=2N(N=C1)C(=CC2)C2=NC=C(C(=O)NC[C@H](C(C)(C)O)F)C(=C2)N[C@H]2CO[C@@H](CC2)C=2OC(=NN2)C(F)F